3-(4-(tert-butyl)phenyl)-5-(4-chlorophenyl)-4-oxo-1-phenyl-4,5-dihydropyrrolo[1,2-a]quinoxaline-2-carbonitrile C(C)(C)(C)C1=CC=C(C=C1)C=1C(=C(N2C1C(N(C1=CC=CC=C21)C2=CC=C(C=C2)Cl)=O)C2=CC=CC=C2)C#N